C(C1=CC=CC=C1)O[C@]1([C@@H](O[C@@H]([C@H]1OCC1=CC=CC=C1)COCC1=CC=CC=C1)C1=CC=C2C(=NC=NN21)N)C 7-((2S,3S,4R,5R)-3,4-bis(benzyloxy)-5-((benzyloxy)methyl)-3-methyltetrahydrofuran-2-yl)pyrrolo[2,1-f][1,2,4]triazin-4-amine